NC=1C2=C(N=CN1)C(=NC(=C2)N(C)C(C)C)C=2C(=C(C=CC2C)O)C (S)-3-(4-Amino-6-(isopropyl(methyl)amino)pyrido[3,4-d]pyrimidin-8-yl)-2,4-dimethylphenol